1H-indol-4-yl-4-boronic acid B(C1=C2C=CNC2=CC=C1)(O)O